C(C=C)(=O)OC[C@@H](C(=O)O)N (2S)-3-(Acryloyloxy)-2-aminopropionic acid